NitroScandium [N+](=O)([O-])[Sc]